(2,4-di-t-butylphenyl)-4,4'-biphenyldiphosphonate C(C)(C)(C)C1=C(C=CC(=C1)C(C)(C)C)OP([O-])(=O)C1=CC=C(C=C1)C1=CC=C(C=C1)P([O-])(=O)[O-]